2-(cyclopent-1-en-1-yl)-4-(trifluoromethyl)thiazole C1(=CCCC1)C=1SC=C(N1)C(F)(F)F